2-((Isopropylaminocarbonyl)amino)-N-(2-((cis-2-((4-(methylthio)benzoyl)amino)cyclohexyl)amino)-2-oxoethyl)-5-(trifluoromethyl)-benzamide C(C)(C)NC(=O)NC1=C(C(=O)NCC(=O)N[C@H]2[C@H](CCCC2)NC(C2=CC=C(C=C2)SC)=O)C=C(C=C1)C(F)(F)F